ClC1=NC2=NC(=C(N=C2C(=N1)N1CC(CCC1)(F)F)C)C 2-chloro-4-(3,3-difluoropiperidin-1-yl)-6,7-dimethylpteridine